C(C)S(=O)(=O)C1=CC(=C(OC2=C(C=C(C=C2)CCC2CCN(CC2)C(=O)OC(C)(C)C)F)C=C1)C=1C2=C(C(N(C1)C)=O)NC=C2 tert-butyl 4-[2-[4-[4-ethylsulfonyl-2-(6-methyl-7-oxo-1H-pyrrolo[2,3-c]pyridin-4-yl)phenoxy]-3-fluoro-phenyl]ethyl]piperidine-1-carboxylate